BrC1=C2CN(C(C2=CC(=C1)OC)=O)C1C(NC(CC1)=O)=O 3-(4-bromo-6-methoxy-1-oxoisoindolin-2-yl)piperidine-2,6-dione